COC1=C(C=CC=C1)C=1N=C(SC1)N[C@@H](CC1=CC=C(C=C1)[N+](=O)[O-])C=1N=C(SC1)C=1SC=CC1 4-(2-methoxyphenyl)-N-{(S)-2-(4-nitrophenyl)-1-[2-(thiophen-2-yl)thiazol-4-yl]ethyl}thiazol-2-amine